C(C)N1N=C(C(=C1)C1=C(C=CC=C1)C1C2=C(CN(C1)C(\C=C\C(C)(NC)C)=O)SC(=C2)C#N)C(F)(F)F (E)-4-(2-(1-ethyl-3-(trifluoromethyl)-1H-pyrazol-4-yl)phenyl)-6-(4-methyl-4-(methyl-amino)pent-2-enoyl)-4,5,6,7-tetrahydrothieno[2,3-c]pyridine-2-carbonitrile